tert-Butyl 7-(prop-1-en-2-yl)-5-oxa-2-azaspiro[3.4]octane-2-carboxylate C=C(C)C1COC2(CN(C2)C(=O)OC(C)(C)C)C1